sodium (S)-3-(3-(1-methyl-4-oxido-2-oxo-1,2-dihydropyridin-3-yl)ureido)-3-(3-(4-(trifluoromethyl) benzyl)phenyl)propanoate CN1C(C(=C(C=C1)[O-])NC(N[C@@H](CC(=O)[O-])C1=CC(=CC=C1)CC1=CC=C(C=C1)C(F)(F)F)=O)=O.[Na+].[Na+]